3-((S)-3-amino-3-methylpyrrolidin-1-yl)-N-((S)-1-cyclopropylethyl)-4-(3,5-difluorophenyl)-5-methylpicolinamide N[C@@]1(CN(CC1)C=1C(=NC=C(C1C1=CC(=CC(=C1)F)F)C)C(=O)N[C@@H](C)C1CC1)C